4-ethynyl-4-phenyl-1,3-dioxa-2-cyclopentanone C(#C)C1(OC(OC1)=O)C1=CC=CC=C1